ClC=1N=C(C2=C(N1)C=NN2)I 5-chloro-7-iodo-1H-pyrazolo[4,3-d]pyrimidine